ClC=1N=C(C(=NC1)NC)N 5-Chloro-N2-methyl-pyrazine-2,3-diamine